ClC1=C(CN2[C@@H](C[C@@](CC2)(C(=O)O)CC2=NC(=CC=C2F)NC2=NNC(=C2)C)C)C(=CC=C1)Cl (2R,4R)-1-(2,6-dichlorobenzyl)-4-((3-fluoro-6-((5-methyl-1H-pyrazol-3-yl)amino)pyridin-2-yl)methyl)-2-methylpiperidine-4-carboxylic acid